BrC=1C=CC2=C(C(NS2)C)C1 5-bromo-3-methyl-2,3-dihydrobenzo[d]isothiazole